(3E)-6-(hexyloxymethoxy)-3-hexenylmagnesium iodide C(CCCCC)OCOCC/C=C/CC[Mg]I